CN1N=CC(=C1)C1=NC=CC(=N1)C(=O)N 2-(1-methylpyrazol-4-yl)pyrimidine-4-formamide